1,3-dibenzylimidazolium 2-ethylhexanoate C(C)C(C(=O)[O-])CCCC.C(C1=CC=CC=C1)N1C=[N+](C=C1)CC1=CC=CC=C1